CC1=CC=C(S1)C1(CC1)C=1NC(C2=C(N1)CCNC2)=O 2-(1-(5-methylthiophene-2-yl)cyclopropyl)-5,6,7,8-tetrahydropyrido[4,3-d]pyrimidin-4(3H)-one